C(C)(=O)C1=CC=C2C(=CC=NC2=C1)OC1=CC=C(C=C1)NC(=O)C1(CC1)C(=O)NC1=CC=C(C=C1)F 1-N-[4-(7-acetylquinolin-4-yl)oxyphenyl]-1-N'-(4-fluorophenyl)cyclopropane-1,1-dicarboxamide